(1-methyl-pyrrolidin-3-yl)-methylamine CN1CC(CC1)NC